methyl xylonate O=C([C@H](O)[C@@H](O)[C@H](O)CO)OC